2,6-dimethyl-1-heptanol CC(CO)CCCC(C)C